5-bromo-2-chloro-4-methylpyridine BrC=1C(=CC(=NC1)Cl)C